2-(2,3-dihydrobenzo[b][1,4]dioxin-6-yl)-6-(1'-isobutyl-[1,4'-bipiperidin]-4-yl)-4-methyl-1H-benzo[d]imidazole O1C2=C(OCC1)C=C(C=C2)C2=NC1=C(N2)C=C(C=C1C)C1CCN(CC1)C1CCN(CC1)CC(C)C